ClC=1C(=NC=CC1)N1C(N=C(C2=CC=C(C=C12)C(F)(F)F)NC)=O 1-(3-Chloropyridin-2-yl)-4-(methylamino)-7-(trifluoromethyl)quinazolin-2(1H)-one